FC1=NC(=CC=C1NC=1N=CC2=C(N1)CN(CC2)C2=C(C1=C(OCCN1)N=C2)C)CS(=O)(=O)C fluoro-6-(methanesulfonylmethyl)-N-(7-{8-methyl-1H,2H,3H-pyrido[2,3-b][1,4]oxazin-7-yl}-5H,6H,7H,8H-pyrido[3,4-d]pyrimidin-2-yl)pyridin-3-amine